trans-1-(3-fluoro-[1,4'-bipiperidin]-4-yl)-3-(4-phenoxyphenyl)-1H-pyrazolo[3,4-d]pyrimidin-4-amine FC1CN(CCC1N1N=C(C=2C1=NC=NC2N)C2=CC=C(C=C2)OC2=CC=CC=C2)C2CCNCC2